BrC=1C2=C(SC1C)C=C(C(=C2)OC)I 3-bromo-6-iodo-5-methoxy-2-methylbenzo[b]thiophene